N-(2-bromo-4-(1,1,1,2,3,3,3-heptafluoropropan-2-yl)-6-(trifluoromethyl)phenyl)-2-fluoro-3-(N-methylbenzamido)benzamide BrC1=C(C(=CC(=C1)C(C(F)(F)F)(C(F)(F)F)F)C(F)(F)F)NC(C1=C(C(=CC=C1)N(C(C1=CC=CC=C1)=O)C)F)=O